C1(=NN=C(C=C1)C)C(C)C diazacymene